1-(tert-butyl) 2-methyl (2S,3R,4R)-4-amino-3-(3-((3aS,4S,6S,7aR)-3a,5,5-trimethylhexahydro-4,6-methanobenzo[d][1,3,2]dioxaborol-2-yl)propyl)pyrrolidine-1,2-dicarboxylate N[C@@H]1[C@H]([C@H](N(C1)C(=O)OC(C)(C)C)C(=O)OC)CCCB1O[C@@]2([C@H](O1)C[C@H]1C([C@@H]2C1)(C)C)C